Cl.NC1CN(C1)C(CC1CC1)=O 1-(3-Aminoazetidin-1-yl)-2-cyclopropylethane-1-one hydrochloride